C([2H])([2H])([2H])N(CCC1(C(C=C(C(=C1)OC)N)[N+](=O)[O-])NC)C([2H])([2H])[2H] 1-(2-(di(methyl-d3)amino)ethyl)-5-methoxy-N1-methyl-2-nitrobenzene-1,4-diamine